C1(=CC=CC=C1)C1=C(C(=C(C=C1C1=CC=CC=C1)C1=CC=CC=C1)C1=CC=CC=C1)OC 2,3,5,6-tetraphenyl-anisole